N1C=CC2=CC(=CC=C12)CNC(C(C(=O)N[C@@H](CC1=COC2=C1C=CC=C2)B(O)O)CC2=CC=CC=C2)=O ((1R)-1-(3-(((1H-indol-5-yl)methyl)amino)-2-benzyl-3-oxopropanamido)-2-(benzofuran-3-yl)ethyl)boronic acid